4-(1-azetidinyl)-3-fluoropiperidine N1(CCC1)C1C(CNCC1)F